(S)-5-(7-chloro-1H-indole-2-carbonyl)-N-((S)-1-oxo-3-((S)-2-oxopyrrolidin-3-yl)propan-2-yl)-5-azaspiro[2.4]heptane-6-carboxamide ClC=1C=CC=C2C=C(NC12)C(=O)N1CC2(CC2)C[C@H]1C(=O)N[C@H](C=O)C[C@H]1C(NCC1)=O